(3-amino-2,3-dihydro-1H-inden-1-yl)methanol NC1CC(C2=CC=CC=C12)CO